N-{3-[4-(4-fluorophenyl)piperazin-1-yl]propyl}-8-methyl-2-(4-methylbenzyl)-4,5-dihydro-2H-furo[2,3-g]indazole-7-carboxamide FC1=CC=C(C=C1)N1CCN(CC1)CCCNC(=O)C1=C(C2=C(CCC3=CN(N=C23)CC2=CC=C(C=C2)C)O1)C